adipic acid, bis(2-heptylundecyl) ester C(CCCCC(=O)OCC(CCCCCCCCC)CCCCCCC)(=O)OCC(CCCCCCCCC)CCCCCCC